2-ethynyl-N-methylbenzamide C(#C)C1=C(C(=O)NC)C=CC=C1